1,2-propaneDione C(C(C)=O)=O